(S)-2-((2-(4-bromo-2,6-difluorophenyl)-7-chloroimidazo[1,2-a]pyridin-3-yl)methyl)morpholine BrC1=CC(=C(C(=C1)F)C=1N=C2N(C=CC(=C2)Cl)C1C[C@H]1CNCCO1)F